FC(F)C1C(SC2=CC=CC=C2C1)=O difluoromethylthiochromanone